OCN1C(N(C(C1(C)C)=O)CO)=O 1,3-bis-(hydroxy-methyl)-5,5-dimethyl-2,4-imidazolidinedione